(4-((4-(cyclobutylamino)-5-(trifluoromethyl)-7H-pyrrolo[2,3-d]pyrimidin-2-yl)amino)-3-methoxyphenyl)dimethyl-phosphine oxide C1(CCC1)NC=1C2=C(N=C(N1)NC1=C(C=C(C=C1)P(C)(C)=O)OC)NC=C2C(F)(F)F